CC=1C(=CSC1)C1=NN2C(=NC=3C=CC=CC3C2=N1)N[C@H]1C(NCC1)=O (3R)-3-{[2-(4-Methylthiophen-3-yl)[1,2,4]triazolo[1,5-c]quinazolin-5-yl]amino}pyrrolidin-2-one